N[C@@H](CCCOC1=C(C(=O)OC)C=C(C=C1)F)C |r| rac-Methyl 2-((4-aminopentyl)oxy)-5-fluorobenzoate